3-(3-Methoxypropoxy)propyl 3-({[(3R)-1-(tert-butoxycarbonyl)piperidin-3-yl]carbonyl}amino)-5-(2-chloro-5-cyanophenyl)-1H-indazole-1-carboxylate C(C)(C)(C)OC(=O)N1C[C@@H](CCC1)C(=O)NC1=NN(C2=CC=C(C=C12)C1=C(C=CC(=C1)C#N)Cl)C(=O)OCCCOCCCOC